2-benzyl-benzofuran C(C1=CC=CC=C1)C=1OC2=C(C1)C=CC=C2